5-(2-oxa-6-aza-spiro[3.3]heptane-6-yl)pyrazole C1OCC12CN(C2)C2=CC=NN2